4-Chloro-2-methyl-2H-pyrazolo[4,3-c]pyridine ClC1=NC=CC=2C1=CN(N2)C